6-Amino-3-((1R,3S)-4'-chloro-3-(1H-pyrazol-1-yl)-1',2'-dihydrospiro[cyclopentane-1,3'-pyrrolo[2,3-b]pyridin]-5'-yl)-2-fluoro-N,N-dimethylbenzamide NC1=CC=C(C(=C1C(=O)N(C)C)F)C=1C(=C2C(=NC1)NC[C@]21C[C@H](CC1)N1N=CC=C1)Cl